C1(CCCCC1)C1C2C3C4C=CC(C3(C(C1)C2)C(=O)NC2=CC=CC=C2)C4 8-cyclohexylphenylaminocarbonyl-tetracyclo[4.4.0.12,5.17,10]-3-dodecene